3-((2,3-Dichloropyridin-4-yl)thio)propanoate ClC1=NC=CC(=C1Cl)SCCC(=O)[O-]